N-(2-(trifluoromethyl)benzyl)benzenesulfonamide FC(C1=C(CNS(=O)(=O)C2=CC=CC=C2)C=CC=C1)(F)F